C(C)C(O)C#C ethyl-ethynylmethanol